N(N)C=1C=C(C(=O)N)C=CC1 3-hydrazinylbenzamide